Dimethyl (3R,10bR)-8-cyano-3-(2,5-dioxo-2,5-dihydro-1H-pyrrol-1-yl)-2,3-dihydropyrrolo[2,1-a]isoquinoline-1,1(10bH)-dicarboxylate C(#N)C=1C=C2C=CN3[C@H](C2=CC1)C(C[C@H]3N3C(C=CC3=O)=O)(C(=O)OC)C(=O)OC